N-acetylthiazolidin-4-carboxylic acid C(C)(=O)N1CSCC1C(=O)O